6,6-dimethylbicyclo[3.1.1]hept-2-ene-2-ethanol CC1(C2CC=C(C1C2)CCO)C